trifluoromethyl propargyl ketone C(C#C)C(=O)C(F)(F)F